FC=1C(=NN(C1)CC1=C(C=CC=C1)F)C(=O)NC1CCC2=C(N(C1=O)C)N=CC=N2 4-fluoro-1-(2-fluorobenzyl)-N-(5-methyl-6-oxo-6,7,8,9-tetrahydro-5H-pyrazino[2,3-b]azepin-7-yl)-1H-pyrazole-3-carboxamide